(5-chloro-3-isopropylpyrazolo[1,5-a]pyrimidin-7-yl)(imidazo[1,2-a]pyridin-3-ylmethyl)carbamic acid tert-butyl ester C(C)(C)(C)OC(N(CC1=CN=C2N1C=CC=C2)C2=CC(=NC=1N2N=CC1C(C)C)Cl)=O